N1(CCCC1)C=1SC(=CN1)S(=O)(=O)C1=CC=C(C=C1)CNC(=O)C1=CC=2C(=CN=CC2)S1 N-({4-[2-(pyrrolidin-1-yl)-1,3-thiazole-5-sulfonyl]phenyl}methyl)thieno[2,3-c]pyridine-2-carboxamide